CC1=NOC2=C1C=CC(=C2)C(=O)O 3-methyl-1,2-benzoxazole-6-carboxylic acid